C(CC)C(C(=O)OCOOCC1CN(CCC1)CC)CCCCCCC=CCC=CCCCCC ((((1-ethylpiperidin-3-yl) methoxy) oxy) methyl) propyloctadeca-9,12-dienoate